CC1N(CCOC1)CCCOC1=CC=C(OC2=CC(=CC=3N2C=NC3)C(=O)OC)C=C1 methyl 5-[4-[3-(3-methylmorpholin-4-yl)propoxy]phenoxy]imidazo[1,5-a]pyridine-7-carboxylate